C(C)(C)(C)OC(=O)N1CCC(=CC1)C1=CC2=C(NCCO2)C=C1.C(C(=C)C)(=O)OCCOC1=CC=C(C=C1)C(C)(C)C1=CC=C(C=C1)OCCOCCOC(C(=C)C)=O 2-(4-methacryloyloxyethoxyphenyl)-2-(4-(methacryloyloxyethoxy)ethoxyphenyl)propane tert-butyl-4-(3,4-dihydro-2H-1,4-benzoxazin-7-yl)-3,6-dihydro-2H-pyridine-1-carboxylate